3,4-dihydro-1H-benzo[c][1,2]thiazine 2,2-dioxide N1S(CCC2=C1C=CC=C2)(=O)=O